(2R)-(2R)-2-(6-{5-chloro-2-[(oxan-4-yl)amino]pyrimidin-4-yl}-1-oxo-2,3-dihydro-1H-isoindol-2-yl)-N-[(1S,2S)-2-hydroxy-1-phenylpropyl]propanamide ClC=1C(=NC(=NC1)NC1CCOCC1)C1=CC=C2CN(C(C2=C1)=O)[C@@H](C(=O)N[C@H]([C@H](C)O)C1=CC=CC=C1)C